OC1C(OC(C1)(C#N)CO)(C#N)O dihydroxy-5-(hydroxymethyl)tetrahydrofuran-2,5-dicarbonitrile